FC1=C(C=C(C=C1)NC(C1=C(C=CC(=C1)C(F)(F)F)OC1=C(C=C(C=C1)F)C)=O)C1NCCC1 2-(2-Fluoro-5-(2-(4-fluoro-2-methylphenoxy)-5-(trifluoromethyl)benzamido)phenyl)pyrrolidine